(6-bromopyridin-3-yl)(cyclopropyl)methanol BrC1=CC=C(C=N1)C(O)C1CC1